FC1=C(C=CC(=C1C)F)C1CCN(CC1)C(=O)C1CC2(C1)NCOC2 (2s,4s)-2-(4-(2,4-Difluoro-3-methylphenyl)piperidine-1-carbonyl)-7-oxa-5-azaspiro[3.4]octan